(3S)-1-[(4S)-7-(3,5-dimethylisoxazol-4-yl)-4-pyridin-2-yl-4,5-dihydroimidazo[1,5,4-de][1,4]benzoxazin-2-yl]-N,N-dimethylpyrrolidin-3-amine CC1=NOC(=C1C1=CC=C2C=3N([C@H](COC31)C3=NC=CC=C3)C(=N2)N2C[C@H](CC2)N(C)C)C